FC(C=1C=C(SC1)C1=CC=C2C(=N1)N(C(N2CC(=O)N2CC(C2)F)=O)C)F 4-(Difluoromethyl)-2-thienyl-1-[2-(3-fluoroazetidin-1-yl)-2-oxo-ethyl]-3-methyl-imidazo[4,5-b]pyridin-2-one